O1CCN(CC1)CC=1C=C(C=CC1)O 3-(morpholinomethyl)phenol